NC1=C(C(=NN1C)C1CC2CC3(CC2C1)CN=C(O3)C3=CC=C(C=C3)F)C(=O)NC3=CC(=C(C=C3)F)Cl 5-Amino-N-(3-chloro-4-fluorophenyl)-3-(2-(4-fluorophenyl)-3',3a',4',5',6',6a'-hexahydro-1'H,4H-spiro[oxazole-5,2'-pentalen]-5'-yl)-1-methyl-1H-pyrazole-4-carboxamide